C(C(C(C(C(C(C(C(C(C(C(C(C(C(C(C([2H])([2H])[2H])([2H])[2H])([2H])[2H])([2H])[2H])([2H])[2H])([2H])[2H])([2H])[2H])([2H])[2H])([2H])[2H])([2H])[2H])([2H])[2H])([2H])[2H])([2H])[2H])([2H])[2H])([2H])[2H])(=O)O Palmitic acid-d31